2-chloro-1,3-thiazole-5-carboxylic acid ClC=1SC(=CN1)C(=O)O